C(C)(C)(C)OC(=O)N1C[C@H](CC1)[C@@H](C(=O)OC(C)(C)C)CC1=C(C=CC=C1)C=O (R)-3-((S)-1-(tert-butoxy)-3-(2-formylphenyl)-1-oxopropan-2-yl)pyrrolidine-1-carboxylic acid tert-butyl ester